[Si](C)(C)(C(C)(C)C)OC(CCCO)O (2R)-t-butyldimethylsilyloxy-1,4-butanediol